The molecule is a ketotetrose phosphate that is D-erythrulose carrying a phosphono substituent at position O-4. It has a role as a bacterial metabolite. It derives from a D-erythrulose. It is a conjugate acid of a D-erythrulose 4-phosphate(2-). It is an enantiomer of a L-erythrulose 4-phosphate. C([C@H](C(=O)CO)O)OP(=O)(O)O